C(C1=CC=CC=C1)OCC1CCC(CC1)N1N=C2C=C(C(=CC2=C1)C(=O)NC=1C(N(C=CC1)[C@H]1[C@H](C1)F)=O)OC(C)C 2-[4-(benzyloxymethyl)cyclohexyl]-6-isopropoxy-N-[(1R)-2-oxo-1-[(2S)-2-fluorocyclopropyl]-3-pyridyl]indazole-5-carboxamide